N1(CCCC2=CC=CC=C12)CCCC(=O)OC(C)(C)C tert-butyl 4-(3,4-dihydroquinolin-1(2H)-yl)butanoate